OCCOC(CO)(CCCC)O 2-(2'-hydroxyethoxy)hexane-1,2-diol